(S)-1-(9-fluoro-1,2,4a,5-tetrahydro-4H-[1,4]oxazino[4',3':4,5][1,4]oxazino[2,3-b]quinoxalin-11-yl)ethan-1-one FC=1C=C(C=2N=C3C(=NC2C1)OC[C@H]1N3CCOC1)C(C)=O